CN1C(NC2=C1C=C(C=C2)O[C@@H]2C[C@@H](N(C2)C(=O)OC(C)(C)C)C(=O)OC(C)(C)C)=O Ditert-butyl (2R,4R)-4-[(3-methyl-2-oxo-1H-benzimidazol-5-yl)oxy]pyrrolidine-1,2-dicarboxylate